C(#N)CNC(COC1=C(C=C(C=C1)C=O)OC)=O N-(CYANOMETHYL)-2-(4-FORMYL-2-METHOXYPHENOXY)ACETAMIDE